(E)-N,N-Dimethyl-4-((1-(((5-((Z)-4,4,4-trifluoro-1-(3-fluoro-1H-indazol-5-yl)-2-phenylbut-1-en-1-yl)pyridin-2-yl)oxy)methyl)cyclohexyl)amino)but-2-enamide CN(C(\C=C\CNC1(CCCCC1)COC1=NC=C(C=C1)\C(=C(\CC(F)(F)F)/C1=CC=CC=C1)\C=1C=C2C(=NNC2=CC1)F)=O)C